8-phenyl-2-(morpholin-4-yl)chromone C1(=CC=CC=C1)C=1C=CC=C2C(C=C(OC12)N1CCOCC1)=O